2-hydroxyethylamino-2,3-propanediol OCCNCC(CO)O